(3S,4S)-tert-butyl 4-(5-(2,8-dimethylimidazo[1,2-b]pyridazin-6-yl)-7-fluoro-2H-indazol-2-yl)-3-fluoropiperidine-1-carboxylate CC=1N=C2N(N=C(C=C2C)C2=CC3=CN(N=C3C(=C2)F)[C@@H]2[C@H](CN(CC2)C(=O)OC(C)(C)C)F)C1